2-(4-phenoxyphenyl)-4,5,6,7-tetrahydropyrazolo[1,5-a]pyrimidinecarboxamide O(C1=CC=CC=C1)C1=CC=C(C=C1)C1(NN2C(NCCC2)=C1)C(=O)N